6-(tert-butylthio)-7-methoxyimidazo[1,2-a]pyridine C(C)(C)(C)SC=1C(=CC=2N(C1)C=CN2)OC